(+/-)-4-((2,3-dihydrobenzo[b][1,4]di-oxin-2-yl)methyl)-N-hydroxy-3-oxo-3,4-dihydro-2H-benzo[b][1,4]oxazine-6-carboxamide O1C2=C(OC[C@H]1CN1C3=C(OCC1=O)C=CC(=C3)C(=O)NO)C=CC=C2 |r|